C(CCCC)P(Br)Br n-pentylphosphorus bromide